(3aR,6R,6aS)-6-(((tert-butyldiphenylsilyl)oxy)methyl)-2,2,6-trimethyltetrahydrothieno[3,4-d][1,3]dioxol-4-yl acetate C(C)(=O)OC1S[C@]([C@H]2OC(O[C@H]21)(C)C)(C)CO[Si](C2=CC=CC=C2)(C2=CC=CC=C2)C(C)(C)C